(R)-1-(2-chloropyridin-3-yl)ethyl (4-(5-(azetidine-1-carboxamido)pyridin-2-yl)-1-methyl-1H-1,2,3-triazol-5-yl)carbamate N1(CCC1)C(=O)NC=1C=CC(=NC1)C=1N=NN(C1NC(O[C@H](C)C=1C(=NC=CC1)Cl)=O)C